COC=1C=C(C=CC1[N+](=O)[O-])SC1COC1 3-((3-methoxy-4-nitrophenyl)thio)oxetane